O1CCN(CC1)CC1(CC1)COC=1N=C(C2=C(N1)CC1(OC2)CC2=CC=CC=C2C1)N1C[C@@H](NCC1)CC#N (s)-2-(4-(2'-((1-(morpholinomethyl)cyclopropyl)methoxy)-1,3,5',8'-tetrahydrospiro[indene-2,7'-pyrano[4,3-d]pyrimidin]-4'-yl)piperazin-2-yl)acetonitrile